4-(methylthio)phenylhydrazine hydrochloride Cl.CSC1=CC=C(C=C1)NN